OC(CN(C(=O)N)CC(C)O)C N,N-bis-(2-hydroxypropyl)urea